CC1=C(C2=C(N=CN=C2NC2(CC2)C)O1)C(=O)NCC=1N=C(OC1)C 6-methyl-N-[(2-methyl-1,3-oxazol-4-yl)methyl]-4-[(1-methylcyclopropyl)amino]furo[2,3-d]pyrimidine-5-carboxamide